N-octadecyl-2-(3,4-di-(tert-butylcarbonyloxy)-phenyl)-3,7-di-(tert-butylcarbonyloxy)-quinolin-4-one C(CCCCCCCCCCCCCCCCC)N1C(=C(C(C2=CC=C(C=C12)OC(=O)C(C)(C)C)=O)OC(=O)C(C)(C)C)C1=CC(=C(C=C1)OC(=O)C(C)(C)C)OC(=O)C(C)(C)C